5-((7-(difluoromethyl)-2,2,3,3-tetrafluoro-1-oxido-2,3-dihydrobenzo[b]thiophen-6-yl)oxy)nicotinonitrile FC(C1=C(C=CC2=C1S(C(C2(F)F)(F)F)=O)OC=2C=NC=C(C#N)C2)F